3-(2-(2-((3-methoxy-4-(4-(4-methylpiperazin-1-yl)piperidin-1-yl)phenyl)amino)-5-(trifluoromethyl)pyrimidin-4-yl)isooxazolidin-3-yl)benzonitrile COC=1C=C(C=CC1N1CCC(CC1)N1CCN(CC1)C)NC1=NC=C(C(=N1)N1OCCC1C=1C=C(C#N)C=CC1)C(F)(F)F